FC=1C=C(CC2(CCC2)CN)C=CC1 (1-(3-fluorobenzyl)cyclobutyl)methanamine